boronic acid methacrylamide C(C(=C)C)(=O)N.B(O)O